COC1=CC=C(C=C1)CN(C1=NC=CC=C1\C=N/[S@@](=O)C(C)(C)C)CC1=CC=C(C=C1)OC (NZ,S)-N-[[2-[bis[(4-methoxyphenyl)methyl]amino]-3-pyridyl]methylene]-2-methyl-propane-2-sulfinamide